C1(CCC1)C1C(=O)NCCCCCCC1 cyclobutylnonanelactam